CN1CCN(CC1)C(CCNCC1=CC=C(C=C1)C=1N=C(C2=C(N1)N(C=C2)C2=CC=CC=C2)C2=CC=C(C=C2)CNCCC(C)N2CCN(CC2)C)C 2,4-bis{4-[(3-(4-methylpiperazin-1-yl)butyl)aminomethyl]phenyl}-7-phenyl-7H-pyrrolo[2,3-d]pyrimidine